3,3-dimethyl-4-[1-(2-pyridyl)-8-(3-pyridyl)-4,5-dihydrobenzo[g]indazole-3-carbonyl]piperazin-2-one CC1(C(NCCN1C(=O)C1=NN(C=2C3=C(CCC12)C=CC(=C3)C=3C=NC=CC3)C3=NC=CC=C3)=O)C